8-(3-((5-(4-((diethylamino)methyl)phenyl)thieno[3,2-b]pyridin-7-yl)amino)propyl)-1-oxa-8-azaspiro[4.5]decan-2-one C(C)N(CC)CC1=CC=C(C=C1)C1=CC(=C2C(=N1)C=CS2)NCCCN2CCC1(CCC(O1)=O)CC2